4-chloro-2',3',4',5',6,6'-hexafluoro-[1,1'-biphenyl]-3-carboxylic acid ClC1=C(C=C(C(=C1)F)C1=C(C(=C(C(=C1F)F)F)F)F)C(=O)O